OC1(CC1)C(=O)N1CCC(CC1)CN1N=C2C3=C(CC(C2=C1)C)OC(=C3C(F)(F)F)C(=O)O 2-{[1-(1-hydroxycyclopropane-1-carbonyl)piperidin-4-yl]methyl}-4-methyl-8-(trifluoromethyl)-4,5-dihydro-2H-furo[2,3-g]indazole-7-carboxylic acid